(R)-tert-Butyl 4-(2-(4-(3-(4-cyano-3-(trifluoromethyl)phenyl)-5,5-dimethyl-4-oxo-2-thioxoimidazolidin-1-yl)-2-(2-fluoroethyl)phenoxy)ethyl)-2-methylpiperazine-1-carboxylate C(#N)C1=C(C=C(C=C1)N1C(N(C(C1=O)(C)C)C1=CC(=C(OCCN2C[C@H](N(CC2)C(=O)OC(C)(C)C)C)C=C1)CCF)=S)C(F)(F)F